(R)-N-(2-(1-(6-ethoxy-5-methoxypyridin-2-yl)-2-(methylsulfonyl)ethyl)-7-fluoro-1,3-dioxoisoindolin-4-yl)cyclopropanecarboxamide C(C)OC1=C(C=CC(=N1)[C@H](CS(=O)(=O)C)N1C(C2=C(C=CC(=C2C1=O)NC(=O)C1CC1)F)=O)OC